(E)-4-[3-[4-[3-[(4-aminophenyl)sulfonylamino]propyl]piperazin-1-yl]propyl-methyl-amino]but-2-enoic acid NC1=CC=C(C=C1)S(=O)(=O)NCCCN1CCN(CC1)CCCN(C/C=C/C(=O)O)C